5'-(2-(3,5-diphenylpyrazin-2-yl)phenyl)spiro[cyclohexane-1,9'-fluorene]-2'-carbonitrile C1(=CC=CC=C1)C=1C(=NC=C(N1)C1=CC=CC=C1)C1=C(C=CC=C1)C1=C2C=3C=CC(=CC3C3(C2=CC=C1)CCCCC3)C#N